1-(4-(4-(dimethoxymethyl)piperidin-1-yl)phenyl)-3-(4-methoxybenzyl)dihydropyrimidine-2,4(1H,3H)-dione COC(C1CCN(CC1)C1=CC=C(C=C1)N1C(N(C(CC1)=O)CC1=CC=C(C=C1)OC)=O)OC